4-[2-(4-pyridyl)vinyl]benzoyl chloride N1=CC=C(C=C1)C=CC1=CC=C(C(=O)Cl)C=C1